FC1=C(C=C(C=C1)N1N=C(C(=C1)C=1C=C2CCNC(C2=CC1)=O)[N+](=O)[O-])NC(C=C)=O N-(2-fluoro-5-(3-nitro-4-(1-oxo-1,2,3,4-tetrahydroisoquinolin-6-yl)-1H-pyrazol-1-yl)phenyl)acrylamide